tert-butyl N-[([2-[4-fluoro-2-(oxolan-3-yl)-6-(propan-2-yl)phenyl]acetyl]imino)[2-(2-hydroxypropan-2-yl)-1,3-thiazol-5-yl]oxo-λ6-sulfanyl]carbamate FC1=CC(=C(C(=C1)C(C)C)CC(=O)N=S(NC(OC(C)(C)C)=O)(=O)C1=CN=C(S1)C(C)(C)O)C1COCC1